N-(3-((6-(1,2,4-thiadiazol-5-yl)-1H-indazol-4-yl)amino)propyl)-3-((3-chloro-4-(trifluoromethoxy)benzyl)amino)propanamide S1N=CN=C1C1=CC(=C2C=NNC2=C1)NCCCNC(CCNCC1=CC(=C(C=C1)OC(F)(F)F)Cl)=O